daphnane CCC[C@]12[C@@H]3CCC[C@@]34CC[C@H]5[C@@]1(CC[C@@H]([C@@H]2N4C5)C(C)C)C